C12COCC(CN(C1)C1=NC(=NC3=C(C(=C(C=C13)Cl)C1=CC(=CC3=CC=CC=C13)O)F)OC[C@H]1N(CCC1)C)N2 4-(4-(3-oxa-7,9-diazabicyclo[3.3.1]nonan-7-yl)-6-chloro-8-fluoro-2-(((S)-1-methylpyrrolidin-2-yl)methoxy)quinazolin-7-yl)naphthalen-2-ol